trimethylchromium C[Cr](C)C